BrN(C1=CC=C(C=C1)OC)C1=CC=C(C=C1)F bromo-N-(4-fluorophenyl)-4-methoxyaniline